ClC=1C=C2C=NN(C2=C(C1)C(=O)NC1CC2(CC(C2)CC(=O)O)C1)CC1=NC=C(C=C1)C1=CC(=CC(=C1)OC)F 2-(6-(5-chloro-1-((5-(3-fluoro-5-methoxyphenyl)pyridin-2-yl)methyl)-1H-indazole-7-carboxamido)spiro[3.3]hept-2-yl)acetic acid